4-hydroxyphenyl-alpha-methylbenzeneacetic acid methyl ester COC(C(C1=C(C=CC=C1)C1=CC=C(C=C1)O)C)=O